(2S)-1-(cyclopropylcarbamoyl)-2-{[(3S,6S)-1,1-difluoro-5-(4-methoxy-1H-indole-2-carbonyl)-5-azaspiro[2.4]heptan-6-yl]formamido}-3-[(3S)-2-oxopiperidin-3-yl]propyl acetate C(C)(=O)OC([C@H](C[C@H]1C(NCCC1)=O)NC(=O)[C@H]1N(C[C@@]2(CC2(F)F)C1)C(=O)C=1NC2=CC=CC(=C2C1)OC)C(NC1CC1)=O